lignoceroylcarnitine CCCCCCCCCCCCCCCCCCCCCCCC(=O)C(CC(=O)[O-])(C[N+](C)(C)C)O